OCCN(CCCCCCC(=O)[O-])CCCCCCOC(=O)OCCCCCCCCC 7-((2-hydroxyethyl)(6-(((nonyloxy)carbonyl)oxy)hexyl)amino)heptanoate